C(CCCCCCCCCCCCCCCCCCCCCCC)N1CCN(CC1)CC(CO)O 3-(4-tetracosyl-1-piperazinyl)-1,2-propanediol